FC1(CC(C1)NC1=NN2C(C=N1)=C(C=C2)C2=CC=C1C(=N2)N(C(=N1)C)CC(F)F)F N-(3,3-Difluorocyclobutyl)-5-(3-(2,2-difluoroethyl)-2-methyl-3H-imidazo[4,5-b]pyridin-5-yl)pyrrolo[2,1-f][1,2,4]triazin-2-amine